C(C)C(C(=CCCC=C(C)C)C)O ethyl-2,7-dimethyl-2,6-octadien-ol